tert-Butyl 6-chloro-2-(2-(difluoromethyl)furan-3-yl)-1H-pyrrolo[3,2-c]pyridine-1-carboxylate ClC1=CC2=C(C=N1)C=C(N2C(=O)OC(C)(C)C)C2=C(OC=C2)C(F)F